[Si](C1=CC=CC=C1)(C1=CC=CC=C1)(C(C)(C)C)OC[C@@H]1C[C@@](C(O1)=O)(C)F (3R,5S)-5-(((tert-butyldiphenylsilyl)oxy)methyl)-3-fluoro-3-methyldihydrofuran-2(3H)-one